FC(CC1=CC=C(C=C1)C1CNC1)(F)F 3-[4-(2,2,2-trifluoroethyl)phenyl]azetidine